ClC=1C=C(C=CC1)N1C(=NC2=C(C1=O)C=NN2C)SCC2=CC(=CC=C2)F 5-(3-chlorophenyl)-6-((3-fluorobenzyl)thio)-1-methyl-1H-pyrazolo[3,4-d]pyrimidin-4(5H)-one